phenylcarbazolylbiphenyl C1(=CC=CC=C1)C=1C(=C(C=CC1)C1=CC=CC=C1)C1=CC=CC=2C3=CC=CC=C3NC12